(1r,4r)-4-(4-(4-chloro-3-(2,4-dioxotetrahydropyrimidin-1(2H)-yl)benzoyl)piperazin-1-yl)cyclohexane-1-carboxylic acid ClC1=C(C=C(C(=O)N2CCN(CC2)C2CCC(CC2)C(=O)O)C=C1)N1C(NC(CC1)=O)=O